2,6,6-TRIMETHYLCYCLOHEXEN CC1=CC(CCC1)(C)C